NC1=NC=C(C=N1)C=1C=C2C(=NC=NC2=CC1)N[C@H](C)C1=CC=C(C=C1)F 6-(2-aminopyrimidin-5-yl)-N-(1R-(4-fluorophenyl)ethyl)quinazolin-4-amine